C(C)S(=O)(=O)CC(C)C i-butyl ethyl sulfone